(2-(1-(4-(m-tolyloxy)phenyl)imidazo[1,5-a]pyrazin-3-yl)pyrrolidin-1-yl)prop-2-en-1-one C1(=CC(=CC=C1)OC1=CC=C(C=C1)C=1N=C(N2C1C=NC=C2)C2N(CCC2)C(C=C)=O)C